6-(5-((2,4-difluorophenyl)sulfonamido)-6-methoxypyridin-3-yl)pyrido[3,2-d]pyrimidine FC1=C(C=CC(=C1)F)S(=O)(=O)NC=1C=C(C=NC1OC)C=1C=CC=2N=CN=CC2N1